C1(=CC=CC=C1)C(C1=CC=CC=C1)NC1=CC=CC=C1 diphenylmethyl-phenylamine